ClC1=C(C=NC2=NC(=CC=C12)OS(=O)(=O)C(F)(F)F)N1C[C@@H](N(CC1)C(=O)OC(C)(C)C)C tert-butyl (2S)-4-[4-chloro-7-(trifluoromethanesulfonyloxy)-1,8-naphthyridin-3-yl]-2-methylpiperazine-1-carboxylate